(2-hydroxyethoxy)acetic acid OCCOCC(=O)O